C(C1=CC=CC=C1)NC(N(C1CCC(CC1)NC1=NC2=CC=CC=C2C=N1)C1=C(C=CC=C1)N1CCC(CC1)N1CCN(CC1)C=1C=C2C(N(C(C2=CC1)=O)C1C(NC(CC1)=O)=O)=O)=O 3-Benzyl-1-(4-(4-(2-(2,6-dioxopiperidin-3-yl)-1,3-dioxoisoindole-5-yl)piperazin-1-yl)piperidin-1-ylphenyl)-1-((1r,4r)-4-(quinazolin-2-ylamino)cyclohexyl)urea